2,6-di-methylheptan-2-ol CC(C)(CCCC(C)C)O